FC1=C(C(=CC(=C1)[C@@H]1CN(C(C1)=O)CC1=C(C=NC=C1)C)F)I=C1C(OC2(CCCC2)OC1=O)=O (R)-8-((2,6-Difluoro-4-(1-((3-methylpyridin-4-yl)methyl)-5-oxopyrrolidin-3-yl)phenyl)-λ3-iodanylidene)-6,10-dioxaspiro[4.5]decane-7,9-dione